tert-butyl 4-((1H-pyrazol-4-yl)methyl)piperazine-1-carboxylate N1N=CC(=C1)CN1CCN(CC1)C(=O)OC(C)(C)C